hydroxy-1-methyl-2-oxo-N-phenyl-quinoline-3-carboxamide OC1=C(C(N(C2=CC=CC=C12)C)=O)C(=O)NC1=CC=CC=C1